FC(C(=O)O)(F)F.C(C=C)(=O)O acrylic acid, trifluoroacetic acid salt